7-methoxy-2-methylquinoline-4-carboxylic acid COC1=CC=C2C(=CC(=NC2=C1)C)C(=O)O